NC1=NN=C(C=2C3=C(C(=CC12)Br)C(N(C3=O)CC3=CC=C(C=C3)OC)C3=C(C=CC(=C3)F)Cl)C 4-Amino-6-bromo-7-(2-chloro-5-fluorophenyl)-8-(4-methoxybenzyl)-1-methyl-7,8-dihydro-9H-pyrrolo[3,4-f]phthalazin-9-one